C12CC3CC(C(CC1)C3)C2 tricyclo[3.3.1.13,6]decane